C(C)OC(C(C(C)(C)C1=C(C=CC=C1)OC)=O)=O 3-(2-methoxyphenyl)-3-methyl-2-oxobutanoic acid ethyl ester